(bis(glycidyloxymethyl)-methoxy)-1,2-propanediol C(C1CO1)OCC(OC(C(C)O)O)COCC1CO1